COC(=O)C1(CCC(CC1)=O)NC(COC1=CC(=C(C=C1)Cl)F)=O 1-(2-(4-chloro-3-fluorophenoxy)acetamido)-4-oxocyclohexanecarboxylic acid methyl ester